FC=1C=C(C(=O)O)C=C(C1)C=1N=NN(N1)C 3-fluoro-5-(2-methyltetrazol-5-yl)benzoic acid